N-(4-amino-2,5-dimethylphenyl)-N-phenylmethanesulfonamide NC1=CC(=C(C=C1C)N(S(=O)(=O)C)C1=CC=CC=C1)C